3-(dimethylaminomethyldiethoxysilyl)styrene CN(C)C[Si](C=1C=C(C=C)C=CC1)(OCC)OCC